ethyl 2-(((S)-2-(4-cyanophenyl) propyl) amino)-2-phenylacetate C(#N)C1=CC=C(C=C1)[C@@H](CNC(C(=O)OCC)C1=CC=CC=C1)C